C[SiH2]CCC[NH2+]CCCCCCCCCCCC(=O)[O-] 6-aza-2-silaoctadecan-6-ium-18-oate